(2-fluoro-3-methoxy-6-(1H-1,2,3-triazol-1-yl)phenyl)methanamine FC1=C(C(=CC=C1OC)N1N=NC=C1)CN